2-[3-(4-chloro-3-fluorophenyl)-1-ethyl-1H-1,2,4-triazol-5-yl]-N-[(4R)-3,4-dihydro-2H-1-benzopyran-4-yl]acetamide ClC1=C(C=C(C=C1)C1=NN(C(=N1)CC(=O)N[C@@H]1CCOC2=C1C=CC=C2)CC)F